P(O)(=O)(OP(=O)(O)O)OC[C@@H]1[C@H]([C@H]([C@@H](O1)N1C=NC=2C(N)=NC=NC12)O)O adenosine 5'-diphosphate